1-(2-chloro-6-fluorophenyl)-4-((1-methyl-1H-pyrazol-4-yl)amino)-1H-pyrazole-3-carboxamide ClC1=C(C(=CC=C1)F)N1N=C(C(=C1)NC=1C=NN(C1)C)C(=O)N